3-benzyl-1-(furan-2-ylmethyl)-1-[(6-oxo-5H-[1,3]dioxolo[4,5-g]quinolin-7-yl)methyl]urea C(C1=CC=CC=C1)NC(N(CC=1C(NC=2C=C3C(=CC2C1)OCO3)=O)CC=3OC=CC3)=O